gamma-glycidoxypropyltrimethoxyzirconium C(C1CO1)OCCC[Zr](OC)(OC)OC